FC1=CC=C(C=C1)C(N1C[C@H](N(C[C@@H]1CO)C1=CC(N(C=2C=CC(=NC12)C#N)C)=O)C)C1=CC=C(C=C1)F 8-((2r,5r)-4-(bis(4-fluorophenyl)methyl)-5-(hydroxymethyl)-2-methylpiperazin-1-yl)-5-methyl-6-oxo-5,6-dihydro-1,5-naphthyridine-2-carbonitrile